COC=1C=C2/C(/C(NC2=CC1)=O)=C/1\C(N(/C(/S1)=N/C1=CC=C(C=C1)S(=O)(=O)N)C1=CC=CC=C1)=O 4-(((Z)-5-((Z)-5-methoxy-2-oxoindoline-3-ylidene)-4-oxo-3-phenylthiazolidin-2-ylidene)amino)benzenesulphonamide